N-[4-(6-amino-5-chloro-pyrimidin-4-yl)oxy-3-fluoro-phenyl]-1-(3-methoxy-2-pyridyl)-5-(trifluoromethyl)pyrazole-4-carboxamide NC1=C(C(=NC=N1)OC1=C(C=C(C=C1)NC(=O)C=1C=NN(C1C(F)(F)F)C1=NC=CC=C1OC)F)Cl